Lithium 5-(2-hydroxyethyl)-4,5,6,7-tetrahydrothiazolo[5,4-c]pyridine-2-carboxylate OCCN1CC2=C(CC1)N=C(S2)C(=O)[O-].[Li+]